CC1=CC(=CC=C1)OC(=O)NC The molecule is a carbamate ester. It has a role as an EC 3.1.1.7 (acetylcholinesterase) inhibitor, a carbamate insecticide, an acaricide and an agrochemical. It derives from a methylcarbamic acid and a m-cresol.